gallium(III) ethoxide [O-]CC.[Ga+3].[O-]CC.[O-]CC